COC1=CC=C(C=N1)C1=CN=C2N1N=C(C=C2)NC 3-(6-methoxy-3-pyridyl)-N-methyl-imidazo[1,2-b]pyridazin-6-amine